COC1=CC=C(C=C1)[C@H]1[C@@H](N1)C(=O)[O-].[Li+] lithium (2R,3S)-3-(4-methoxyphenyl)aziridine-2-carboxylate